tert-butyl (3S)-3-[4-[tert-butoxycarbonyl(methyl)amino]-1-hydroxy-but-2-ynyl]-3-methoxy-pyrrolidine-1-carboxylate C(C)(C)(C)OC(=O)N(CC#CC(O)[C@]1(CN(CC1)C(=O)OC(C)(C)C)OC)C